NC1=C2C(=NN1C(=O)[C@@H]1CCNC3=C(C=CC=C13)Cl)COCC2 |o1:8| (R*)-(3-amino-4,5-dihydropyrano[3,4-c]pyrazol-2(7H)-yl)(8-chloro-1,2,3,4-tetrahydroquinolin-4-yl)methanone